(S)-1-(1-ethylpiperidin-3-yl)-6-methyl-5-(8-methyl-[1,2,4]triazolo[1,5-a]pyridin-6-yl)-1,3-dihydro-2H-benzo[d]imidazol-2-one C(C)N1C[C@H](CCC1)N1C(NC2=C1C=C(C(=C2)C=2C=C(C=1N(C2)N=CN1)C)C)=O